fluoro-N-(4-hydroxybenzyl)-4'-oxo-3',4'-dihydro-1'h-spiro[piperidine-4,2'-quinoline]-1-carboxamide FN1C2(CC(C3=CC=CC=C13)=O)CCN(CC2)C(=O)NCC2=CC=C(C=C2)O